ClC1=CC(=C(C=C1)CN(C(=O)NCC1=CC=C(C=C1)OCC(C)C)C1CCN(CC1)C)C(F)(F)F 1-{[4-chloro-2-(trifluoromethyl)phenyl]methyl}-1-(1-methylpiperidin-4-yl)-3-{[4-(2-methylpropyloxy)phenyl]methyl}urea